C(CCCCCCCCCCCCCCCCCC)N nonadecylamine